5-chloro-N-(1-(5-(2-(trifluoromethoxy)ethoxy)-1,3,4-oxadiazole-2-carbonyl)piperidin-4-yl)benzofuran-2-carboxamide ClC=1C=CC2=C(C=C(O2)C(=O)NC2CCN(CC2)C(=O)C=2OC(=NN2)OCCOC(F)(F)F)C1